t-Butyl 2-chloro-5,6-dihydro-1,7-naphthyridine-7(8H)-carboxylate ClC1=NC=2CN(CCC2C=C1)C(=O)OC(C)(C)C